2-amino-N-(2-aminophenyl)ethane-1-sulfonylamine hydrochloride Cl.NCCS(=O)(=O)NC1=C(C=CC=C1)N